(R)-1-cyano-N-(5-morpholinothiazol-2-yl)pyrrolidine-3-carboxamide C(#N)N1C[C@@H](CC1)C(=O)NC=1SC(=CN1)N1CCOCC1